(NZ,R)-N-[1-(6-fluoro-3-methyl-4-oxo-2-tetrahydropyran-4-yl-quinazolin-8-yl)ethylidene]-2-methyl-propane-2-sulfinamide FC=1C=C2C(N(C(=NC2=C(C1)\C(\C)=N/[S@](=O)C(C)(C)C)C1CCOCC1)C)=O